(R)-(-)-glycidyl butyrate CCCC(=O)OC[C@H]1CO1